ClC1([C@H]([C@@H]1C1=CC(=C(C=C1)F)C(F)(F)F)C(=O)O)Cl |r| racemic-trans-2,2-dichloro-3-(3-trifluoromethyl-4-fluorophenyl)cyclopropane-1-carboxylic acid